10'-(1-(((1r,4r)-4-(((tert-butyldimethylsilyl)oxy)methyl)cyclohexyl)methyl)piperidin-4-yl)-4'-chloro-5'H-spiro[cyclohexane-1,7'-indolo[1,2-a]quinazolin]-5'-one [Si](C)(C)(C(C)(C)C)OCC1CCC(CC1)CN1CCC(CC1)C1=CC=C2C3(C=4N(C=5C=CC=C(C5C(N4)=O)Cl)C2=C1)CCCCC3